N1(CCC1)C(CCN(C1CCN(CC1)C(CN1N=C(C(=C1)NC(=O)C=1C=NN2C1N=CC=C2)C2=C(C=CC(=C2)SC)OC(F)F)=O)C)=O N-[1-[2-[4-[[3-(azetidin-1-yl)-3-oxo-propyl]-methyl-amino]-1-piperidyl]-2-oxo-ethyl]-3-[2-(difluoromethoxy)-5-methylsulfanyl-phenyl]pyrazol-4-yl]pyrazolo[1,5-a]pyrimidine-3-carboxamide